ClC1=NC=C(C(=C1)C1=C(C=NC(=C1)C)C(=O)NC=1SC=2C(=NC=C(N2)C2CC2)N1)OC 2'-chloro-N-(6-cyclopropyl-[1,3]thiazolo[4,5-b]pyrazin-2-yl)-5'-methoxy-6-methyl-[4,4'-bipyridine]-3-carboxamide